6-((1H-indol-6-yl)amino)-4-((3-chloro-4-fluorophenyl)amino)picolinonitrile N1C=CC2=CC=C(C=C12)NC1=CC(=CC(=N1)C#N)NC1=CC(=C(C=C1)F)Cl